[2H]C=1C(=CC(=NC1)C(=O)N)NC(=O)[C@H]1O[C@]([C@H]([C@H]1C1=C(C(=C(C=C1)F)F)OC)C)(C(F)(F)F)C 5-Deuterio-4-[[(2S,3S,4S,5R)-3-(3,4-difluoro-2-methoxyphenyl)-4,5-dimethyl-5-(trifluoromethyl)tetrahydrofuran-2-carbonyl]amino]pyridin-2-carboxamid